FC(CN1N=NC2=C1C=C(C=C2)C=2C(=CN1N=C(N=C(C12)OC)N[C@H]1[C@@H](CN(CC1)C1(COC1)[2H])F)F)F 5-(1-(2,2-difluoroethyl)-1H-benzo[d][1,2,3]triazol-6-yl)-6-fluoro-N-((3R,4R)-3-fluoro-1-(oxetan-3-yl-3-d)piperidin-4-yl)-4-methoxypyrrolo[2,1-f][1,2,4]triazin-2-amine